C1(CC1)C1=CC(=NC=2N1N=C(C2)C2=C(C=C(C=C2)N2CC(CCC2)C(=O)NC)F)C(=O)N2[C@@H](C1=CC=CC=C1CC2)C 1-(4-{7-cyclopropyl-5-[(1R)-1-methyl-1,2,3,4-tetrahydroisoquinoline-2-carbonyl]-pyrazolo[1,5-a]pyrimidin-2-yl}-3-fluorophenyl)-N-methylpiperidine-3-carboxamide